N-(4-(1,5-dimethyl-1H-imidazol-2-yl)-2-methoxyphenyl)-8-(4-methoxy-4-methylpiperidin-1-yl)-6-methylpyrido[3,4-d]pyrimidin-2-amine CN1C(=NC=C1C)C1=CC(=C(C=C1)NC=1N=CC2=C(N1)C(=NC(=C2)C)N2CCC(CC2)(C)OC)OC